1-(3'-fluoro-5'H,7'H-spiro[cyclopropane-1,4'-thieno[2,3-c]pyran]-7'-yl)-N-methylmethylamine FC1=CSC=2C(OCC3(C21)CC3)CNC